OCCOCC[NH3+] 2-(2-hydroxyeth-1-oxy)eth-1-ylammonium